O1C2=C(OCC1)C=C(C=C2)C=2C(=C(COC1=CC(=C(CN[C@H](CO)C(=O)O)C(=C1)OC)OC)C=CC2)C (4-((3-(2,3-dihydrobenzo[b][1,4]dioxin-6-yl)-2-methylbenzyl)oxy)-2,6-dimethoxybenzyl)-D-serine